4-chloro-2,6-dimethylbenzylmagnesium bromide ClC1=CC(=C(C[Mg]Br)C(=C1)C)C